(1-methyl-1H-indazol-6-yl)ethanesulfonamide CN1N=CC2=CC=C(C=C12)C(C)S(=O)(=O)N